5-(2-Chloropyrimidin-4-yl)-4,5,6,7-tetrahydrothieno[3,2-c]pyridine ClC1=NC=CC(=N1)N1CC2=C(CC1)SC=C2